tert-butyl 4-[1-(4-bromophenyl)-4-piperidyl]piperazine-1-carboxylate BrC1=CC=C(C=C1)N1CCC(CC1)N1CCN(CC1)C(=O)OC(C)(C)C